tert-butyl (R)-2-((1-(3,7-dimethyl-4-oxo-2-(1,2,3-trimethyl-1H-pyrrolo[2,3-b]pyridin-5-yl)-4H-pyrido[1,2-a]pyrimidin-9-yl)ethyl)amino)benzoate CC1=C(N=C2N(C1=O)C=C(C=C2[C@@H](C)NC2=C(C(=O)OC(C)(C)C)C=CC=C2)C)C=2C=C1C(=NC2)N(C(=C1C)C)C